NC1=CC(=CC=C1)C[N+](=O)[O-] amino-3-nitromethylbenzene